2-(((2R,3S,4R)-4-acetyl-2-(acetylmethyl)-3,4-dihydro-2H-pyran-3-yl)oxy)-6-(acetylmethyl)tetrahydro-2H-pyran C(C)(=O)[C@H]1[C@@H]([C@H](OC=C1)CC(C)=O)OC1OC(CCC1)CC(C)=O